racemic-N-Boc-N-methyl-1-phenylethylamine C(=O)(OC(C)(C)C)N(C)[C@H](C)C1=CC=CC=C1 |r|